OC=1C(=CC2=CN(N=C2C1C)C)C=1N=CC2=C(N1)C=CC(=N2)N2C[C@H](N([C@H](C2)C)C(=O)OC(C)(C)C)C tert-butyl (2R,6S)-4-[2-(6-hydroxy-2,7-dimethylindazol-5-yl)pyrido[3,2-d]pyrimidin-6-yl]-2,6-dimethylpiperazine-1-carboxylate